FC1=CC=C2C3(CNC2=C1)CC3 6'-fluorospiro[cyclopropane-1,3'-indoline]